3-(5-(4-(isoindolin-2-ylmethyl)-1-methyl-1H-pyrrolo[2,3-b]pyridin-6-yl)-1-oxoisoindolin-2-yl)piperidine-2,6-dione C1N(CC2=CC=CC=C12)CC1=C2C(=NC(=C1)C=1C=C3CN(C(C3=CC1)=O)C1C(NC(CC1)=O)=O)N(C=C2)C